C(CC)C(C(=O)[O-])CCC.[Li+] lithium 2,2-di-n-propylacetate